ClC1=C(C=C(C=C1)F)C1NC(C2=C3C(=CC(=C12)C1=C(C(=O)N)C=C(C=C1F)C(F)(F)F)OCCN3)=O (7-(2-chloro-5-fluorophenyl)-9-oxo-1,2,3,7,8,9-hexahydro-[1,4]oxazino[3,2-e]isoindol-6-yl)-3-fluoro-5-(trifluoromethyl)benzamide